CN1CC(C1)(C)[C@@](C=1C=C(C=NC1)C#C[C@](C)(O)C1=NC(=NC=C1)C(F)(F)F)(C1=CC=C(C=C1)C(C)C)O (S)-(R)-4-{5-[(R)-(1,3-dimethyl-azetidin-3-yl)-hydroxy-(4-isopropyl-phenyl)-methyl]-pyridin-3-yl}-2-(2-trifluoromethyl-pyrimidin-4-yl)-but-3-yn-2-ol